6-(4-(((2,3-Difluorophenyl)amino)methyl)-2-(6-methylpyridin-2-yl)-1H-imidazol-1-yl)imidazo[1,2-a]pyridine-3-carboxamide FC1=C(C=CC=C1F)NCC=1N=C(N(C1)C=1C=CC=2N(C1)C(=CN2)C(=O)N)C2=NC(=CC=C2)C